C(C)(CC)C(C(OC)C(C)C)COC 2-sec-butyl-isopropyl-1,3-dimethoxypropane